BrC=1C=C(N(C1)NC(=O)OC(C)(C)C)C(=O)N 4-bromo-1-[(tert-butoxycarbonyl)amino]pyrrole-2-carboxamide